FC=1C=C(C=C(C1F)F)C=1N=NN(C1)[C@@H]1[C@H]([C@@H](SC2=C(C=CC=C2C)C)O[C@@H]([C@@H]1O)CO)O 2,6-Dimethylphenyl 3-deoxy-3-[4-(3,4,5-trifluorophenyl)-1H-1,2,3-triazol-1-yl]-1-thio-α-D-galactopyranoside